ClC=1C=C(C=CC1)NN (m-chlorophenyl)hydrazine